N-(2-(4-benzylpiperidin-1-yl)ethyl)-N-(pyridin-2-yl)propanamide C(C1=CC=CC=C1)C1CCN(CC1)CCN(C(CC)=O)C1=NC=CC=C1